Cl.C[C@@H]1CNCC1 (3S)-3-methylpyrrolidine hydrochloride